C(CC)N(CCC)[Si](C1=CC(=CC=C1)C=C)(C)C (dipropylamino)dimethyl(3-vinylphenyl)silane